Ethyl (S)-3-(4-(3-Chlorophenyl)thiophen-2-yl)-3-(3-(4-hydroxy-1-methyl-2-oxo-1,2-dihydropyridin-3-yl)ureido)propanoat ClC=1C=C(C=CC1)C=1C=C(SC1)[C@H](CC(=O)OCC)NC(=O)NC=1C(N(C=CC1O)C)=O